methyl 2-methoxy-6'-methyl-[3,4'-bipyridine]-3'-carboxylate COC1=NC=CC=C1C1=C(C=NC(=C1)C)C(=O)OC